C(C)C=1C(NC=2C=C(C=NC2C1)CN1CC=2N(N=C(C2C1)C)C=1C=CC(=NC1)C(=O)NC)=O 5-(5-((7-ethyl-6-oxo-5,6-dihydro-1,5-naphthyridin-3-yl)methyl)-3-methyl-5,6-dihydropyrrolo[3,4-c]pyrazol-1(4H)-yl)-N-methylpyridinecarboxamide